BrC1=C(C=NN1C(C)C1=CC=CC=C1)C(=O)OCC ethyl 5-bromo-1-(1-phenylethyl)-1H-pyrazole-4-carboxylate